C1(=C(C=CC=C1)C1=COC=2C1=NC=C(C2)Cl)C2=CC=CC=C2 3-([1,1'-biphenyl]-2-yl)-6-chlorofuro[3,2-b]pyridine